FC(C=1C=C(C=C(C1)C(F)(F)F)NN)(F)F (3,5-bis(trifluoromethyl)phenyl)hydrazine